2-bromo-5-isopropoxyphenol BrC1=C(C=C(C=C1)OC(C)C)O